N-(3,5-difluoro-4-(trimethylsilyl)phenyl)-2-(4-(methoxymethyl)phenyl)-2-(((6-oxopyrimidin-1(6H)-yl)acetyl)amino)acetamide FC=1C=C(C=C(C1[Si](C)(C)C)F)NC(C(NC(CN1C=NC=CC1=O)=O)C1=CC=C(C=C1)COC)=O